CN1CC[C@]23CCCC[C@H]2[C@H]1CC4=C3C=C(C=C4)OC The molecule is a 6-methoxy-11-methyl-1,3,4,9,10,10a-hexahydro-2H-10,4a-(epiminoethano)phenanthrene in which the stereocenters at positions 4a, 10 and 10a have R-configuration. It is a prodrug of levorphanol and a strong narcotic analgesic, and listed as a schedule II controlled substance. It has a role as an opioid analgesic and a prodrug. It derives from a Levorphanol. It is an enantiomer of a dextromethorphan.